Rac-4-[(5-fluoro-3-pyridinyl)methyl]-4-[5-(1-piperidinylmethyl)-5,6-dihydro-1,4,2-dioxazin-3-yl]piperidine-1-carboxylic acid tert-butyl ester C(C)(C)(C)OC(=O)N1CCC(CC1)(C1=NOC[C@H](O1)CN1CCCCC1)CC=1C=NC=C(C1)F |r|